CC1=NC(=CC=C1N1N=NC(=C1)C(=O)NCC=1N=NC(=CC1)C=1SC=CC1C)C 1-(2,6-dimethylpyridin-3-yl)-N-((6-(3-methylthiophen-2-yl)pyridazin-3-yl)methyl)-1H-1,2,3-triazole-4-carboxamide